3-(((tert-butyldimethylsilyl)oxy)methyl)-5-methoxybenzoic acid methyl ester COC(C1=CC(=CC(=C1)OC)CO[Si](C)(C)C(C)(C)C)=O